CC=1C(C(=CC(C1)=O)C)=O 2,6-dimethylbenzoquinone